ClC=1C=C(C=CC1C(F)(F)F)NC(=O)N1[C@@H]2CC[C@H]1CC=1C(=NC=CC12)F (5R,8S)-N-(3-chloro-4-(trifluoromethyl)phenyl)-1-fluoro-6,7,8,9-tetrahydro-5H-5,8-epiminocyclohepta[c]pyridine-10-carboxamide